BrC(C(=O)OC)C=1C=C(C=C2CCO[C@H](C12)C)F methyl 2-bromo-2-((S)-6-fluoro-1-methylisochroman-8-yl)acetate